6-bromo-3-(hydroxyimino)-2,3-dihydrobenzo[b]thiophene-1,1-dioxide BrC=1C=CC2=C(S(CC2=NO)(=O)=O)C1